methyl-2-(4-((2r,3s,4s,5r)-3-(3,4-difluoro-2-methoxyphenyl)-4,5-dimethyl-5-(trifluoromethyl) tetrahydrofuran-2-carboxamido) pyridin-2-yl)-2-oxoacetate COC(C(=O)C1=NC=CC(=C1)NC(=O)[C@@H]1O[C@]([C@H]([C@H]1C1=C(C(=C(C=C1)F)F)OC)C)(C(F)(F)F)C)=O